OC(C)C1=CC=2C(=C3CCCN3C2N=C1)C=1C=C(C=NC1)C1=CC=C(C=C1)N1C(CCC1)=O 1-(4-(5-(3-(1-hydroxyethyl)-7,8-dihydro-6H-pyrido[3,2-b]pyrrolizin-5-yl)pyridin-3-yl)phenyl)pyrrolidin-2-one